methyl 3-[(3R)-3-[1-(7-{[(1R)-1-(2,4-dichlorophenyl)ethyl]amino}-2-methylpyrazolo[4,3-d]pyrimidin-5-yl)azetidin-3-yl]piperidin-1-yl]-1-methylcyclobutane-1-carboxylate ClC1=C(C=CC(=C1)Cl)[C@@H](C)NC=1C=2C(N=C(N1)N1CC(C1)[C@@H]1CN(CCC1)C1CC(C1)(C(=O)OC)C)=CN(N2)C